2-[3-(7-methyl-2,7-diazaspiro[3.5]non-2-yl)-1,2,4-triazin-6-yl]-5-(2-methyl-1,3-oxazol-5-yl)phenol CN1CCC2(CN(C2)C=2N=NC(=CN2)C2=C(C=C(C=C2)C2=CN=C(O2)C)O)CC1